ClC=1C=C2C(=NN1)NC(C1N2CCN(C1)C(=O)OC(C)(C)C)=O tert-butyl 2-chloro-6-oxo-5,6,6a,7,9,10-hexahydro-8H-pyrazino[1',2':4,5]pyrazino[2,3-c]pyridazine-8-carboxylate